tert-butyl 3-(2-methoxy-2-oxoethylidene)azetidine-1-carboxylate COC(C=C1CN(C1)C(=O)OC(C)(C)C)=O